C(C)C1(NC(=NC(=N1)NC1=CC=NC=C1)C1=CC=CC=C1)N 2-ethyl-6-phenyl-N4-(pyridin-4-yl)-1,3,5-triazine-2,4-diamine